ClC=1C=C(C=NC1)C1=NN=C(S1)C=1C=CC(N(C1)CC(=O)NCC)=O 2-(5-(5-(5-chloropyridin-3-yl)-1,3,4-thiadiazol-2-yl)-2-oxopyridin-1(2H)-yl)-N-ethylacetamide